2-(2,6-Difluorophenyl)-N-[(3S)-9-fluoro-2-oxo-5-phenyl-1,3-dihydro-1,4-benzodiazepin-3-yl]-6-(hydroxymethyl)-6,7-dihydro-5H-pyrazolo[5,1-b][1,3]oxazine-3-carboxamide FC1=C(C(=CC=C1)F)C1=NN2C(OCC(C2)CO)=C1C(=O)N[C@@H]1C(NC2=C(C(=N1)C1=CC=CC=C1)C=CC=C2F)=O